(R or S)-1-(1-(6-((3S,4S,SR)-4-hydroxy-3,4,5-trimethylpiperidin-1-yl)pyrimidin-4-yl)-1H-pyrazolo[4,3-c]pyridin-6-yl)spiro[2.2]pentane-1-carbonitrile OC1([C@H](CN(CC1C)C1=CC(=NC=N1)N1N=CC=2C=NC(=CC21)[C@]2(CC21CC1)C#N)C)C |o1:23|